O[C@H]1C[C@H]2CC[C@H]3[C@@H]4CCC(=C[C@]4(CC[C@@H]3[C@H]2CC1)C)C(=O)NC1=CC=CC=C1 (4aS,4bR,6aR,8R,10aS,10bR,12aS)-8-hydroxy-12a-methyl-N-phenyl-3,4,4a,4b,5,6,6a,7,8,9,10,10a,10b,11,12,12a-hexadecahydrochrysene-2-carboxamide